4-((3-bromobenzyl)amino)-3-methoxy-5-nitrobenzoic acid methyl ester COC(C1=CC(=C(C(=C1)[N+](=O)[O-])NCC1=CC(=CC=C1)Br)OC)=O